C(C)OC(=O)C1=NN2C=3C=NC(=C(C3C(=N[C@H](C2=N1)C)C1=C(C=CC=C1F)F)Cl)C(F)(F)F (7S)-11-chloro-9-(2,6-difluorophenyl)-7-methyl-12-(trifluoromethyl)-2,3,5,8,13-pentaazatricyclo[8.4.0.02,6]tetradeca-1(10),3,5,8,11,13-hexa-ene-4-carboxylic acid ethyl ester